FC1=C(C=CC=C1)[C@H]1[C@@H](CN(C1)CCOC)NC(N)=O 3-((3S,4R)-4-(fluorophenyl)-1-(2-methoxyethyl)pyrrolidin-3-yl)urea